(R)-5-(tert-butyl)-7-chloro-3-isopropyl-8-methoxy-2-methyl-2,3,4,5-tetrahydrobenzo[f][1,2,5]thiadiazepine 1,1-dioxide C(C)(C)(C)N1C[C@H](N(S(C2=C1C=C(C(=C2)OC)Cl)(=O)=O)C)C(C)C